N-(1-methyl-3-(trimethylstannyl)-1H-pyrazolo[3,4-c]pyridin-5-yl)acetamide CN1N=C(C=2C1=CN=C(C2)NC(C)=O)[Sn](C)(C)C